C=C(C(=O)O)CC(=O)O 2-methylenesuccinic acid